1-(2,2-dimethoxyethyl)-3-(3-hydroxy-3-methylbutyl)-5-nitro-1,3-dihydro-2H-benzo[d]imidazol-2-one COC(CN1C(N(C2=C1C=CC(=C2)[N+](=O)[O-])CCC(C)(C)O)=O)OC